NC1=CC(=NO1)C1CN(CC1)C(=O)C1=CC(=C(C=C1)C(F)(F)F)F [3-(5-aminoisoxazol-3-yl)pyrrolidin-1-yl]-[3-fluoro-4-(trifluoromethyl)phenyl]methanone